tert-butyl 3-(2-(5-(aminomethyl)-2,4-dimethylphenoxy)ethyl)piperidine-1-carboxylate NCC=1C(=CC(=C(OCCC2CN(CCC2)C(=O)OC(C)(C)C)C1)C)C